2-(((2r,3s,4r,5r)-5-(6-amino-2-chloro-9H-purin-9-yl)-3-ethynyl-3,4-dihydroxy-tetrahydro-furan-2-yl)methoxy)-2-(4-(4-methyl-2-oxopiperazin-1-yl)benzyl)-malonic acid NC1=C2N=CN(C2=NC(=N1)Cl)[C@H]1[C@@H]([C@@]([C@H](O1)COC(C(=O)O)(C(=O)O)CC1=CC=C(C=C1)N1C(CN(CC1)C)=O)(O)C#C)O